BrC=1C=C2C=CC(=C(C2=CC1)C1=C(C=CC2=CC(=CC=C12)Br)O)O 6,6'-dibromo-2,2'-dihydroxy-1,1'-binaphthyl